methyl 2-(3-cyclobutyl-4-(3,5-difluorophenyl)-6-oxopyridazin-1(6H)-yl)acetate C1(CCC1)C1=NN(C(C=C1C1=CC(=CC(=C1)F)F)=O)CC(=O)OC